C(C)OC1=C(C(CC(C1)(C)C)=O)C1=C(C=CC(=C1)C1=CC=C(C=C1)OCCN1CCNCC1)C 3-ethoxy-5,5-dimethyl-2-[2-methyl-5-[4-(2-piperazin-1-ylethoxy)phenyl]phenyl]cyclohex-2-en-1-one